C(C(C)C)[Al](CC(C)C)Cl diisobutyl-aluminum chloride